tert-Butyl N-[[2-fluoro-3-(2-tetrahydropyran-2-yloxyethoxy)phenyl]methyl]carbamate FC1=C(C=CC=C1OCCOC1OCCCC1)CNC(OC(C)(C)C)=O